C[C@H]1CC[C@@H]2C[C@@H]1C2(C)C E-pinane